ClC1=C2C(=C[C@]3(CCC=4C(=NC(=NC4C3)OC[C@H]3N(CCC3)C)N3C[C@@H](N(CC3)C(C(=C)F)=O)CC#N)C2=CC=C1)C 2-((S)-4-((R)-4-chloro-3-methyl-2'-(((S)-1-methylpyrrolidin-2-yl)methoxy)-5',8'-dihydro-6'H-spiro[inden-1,7'-quinazolin]-4'-yl)-1-(2-fluoroacryloyl)piperazin-2-yl)acetonitrile